COC1=CC=C(C=C1)C1=NOC(=N1)N1CCN(CC1)C(=O)NCCOC1CCN(CC1)CC1=NC=CC=C1 4-(3-(4-methoxyphenyl)-1,2,4-oxadiazol-5-yl)-N-(2-((1-(pyridin-2-ylmethyl)piperidin-4-yl)oxy)ethyl)piperazine-1-carboxamide